NCCC=1C=NC(=NC1)C1=C(C=C(C#N)C=C1)OC1=NC(=NC(=C1)OCC(C)C)C 4-[5-(2-aminoethyl)pyrimidin-2-yl]-3-[2-methyl-6-(2-methylpropoxy)pyrimidin-4-yl]oxybenzonitrile